NC=1C(NC(N(N1)C1=CC(=C(C(=C1)Cl)OC=1C=C2C(=CC(=NC2=CC1)C1=CC(=NC=C1)F)C)Cl)=O)=O 6-amino-2-(3,5-dichloro-4-((4-methyl-2-(2-fluoropyridin-4-yl)quinolin-6-yl)oxy)phenyl)-1,2,4-triazine-3,5(2H,4H)-dione